Methyl (S)-3-(4-(benzyloxy)phenyl)-2-(2-(1-(3-(4-isopropylphenyl)propanoyl)piperidin-4-yl)acetamido)propanoate C(C1=CC=CC=C1)OC1=CC=C(C=C1)C[C@@H](C(=O)OC)NC(CC1CCN(CC1)C(CCC1=CC=C(C=C1)C(C)C)=O)=O